C(C#CC)(=O)N1CCC(CC1)C1C=2C(NCC1)=C(N(N2)C2=CC=C(C=C2)OC2=CC=CC=C2)C(=O)N 7-[1-(but-2-ynoyl)piperidin-4-yl]-2-(4-phenoxyphenyl)-4,5,6,7-tetrahydro-2H-pyrazolo[4,3-b]pyridine-3-carboxamide